C(C)(C)(C)OC(NCC(C(C)C)NC=1C=C(C2=C(N=C(N=C2)NC2=CC=C(C=C2)N2CCN(CC2)C)N1)C#C[Si](C(C)C)(C(C)C)C(C)C)=O.COC1=CC=C(C=C1)P(C1=CC=C(C=C1)OC)C1=CC=C(C=C1)OC tri(p-methoxyphenyl)phosphine tert-butyl-N-{3-methyl-2-[(2-{[4-(4-methylpiperazin-1-yl)phenyl]amino}-5-[2-(triisopropylsilyl)ethynyl]pyrido[2,3-d]pyrimidin-7-yl)amino]butyl}carbamate